5-(prop-1-ynyl)pyridin-3-ylboronic acid C(#CC)C=1C=C(C=NC1)B(O)O